C(C)(=O)O[C@@H](COC(C)=O)CN1C[C@H]([C@H](CC1)NC1=C2C=C(N(C2=CC=C1)CC(F)(F)F)C#CCNC1=C(C=C(C=C1)S(N)(=O)=O)OC)F |&1:13,14| (2R)-1-(acetyloxy)-3-[(3RS,4SR)-3-fluoro-4-[(2-{3-[(2-methoxy-4-sulfamoylphenyl)amino]prop-1-yn-1-yl}-1-(2,2,2-trifluoroethyl)-1H-indol-4-yl)amino]piperidin-1-yl]propan-2-yl acetate